4-(4-((1R,5S)-3,8-diazabicyclo[3.2.1]octan-3-yl)-8-fluoro-2-((E)-2-(2-fluorotetrahydro-1H-pyrrolizin-7a(5H)-yl)vinyl)pyrido[4,3-d]pyrimidin-7-yl)-5-ethyl-6-fluoronaphthalen-2-ol [C@H]12CN(C[C@H](CC1)N2)C=2C1=C(N=C(N2)\C=C\C23CCCN3CC(C2)F)C(=C(N=C1)C1=CC(=CC2=CC=C(C(=C12)CC)F)O)F